C(C)OS(=O)(=O)[O-].[Na+] sodium ethoxysulfonate